piperidin-3-ylamine dihydrochloride Cl.Cl.N1CC(CCC1)N